ClC=1C(=CC2=C([C@@H](C[C@@H](O2)C(=O)NC23CCC(C2)(C3)N3N=CC(=C3)OCCOC(F)(F)F)O)C1)F (2R,4R)-6-chloro-7-fluoro-4-hydroxy-N-(4-{4-[2-(trifluoromethoxy)ethoxy]-1H-pyrazol-1-yl}bicyclo[2.1.1]hexan-1-yl)-3,4-dihydro-2H-1-benzopyran-2-carboxamide